BrC1=C(N(C2=CC=C(C=C2)C(C)(C)C)C2=CC=C(C=C2)C(C)(C)C)C=C(C=C1I)C(C)(C)C 2-bromo-5-(tert-butyl)-N,N-bis(4-(tert-butyl)phenyl)-3-iodoaniline